5-bromo-2-(3,5-difluoroanilino)-N-spiro[3.3]heptan-7-yl-thiazole-4-carboxamide BrC1=C(N=C(S1)NC1=CC(=CC(=C1)F)F)C(=O)NC1CCC12CCC2